N-[5-(2,6-difluorophenyl)-1-trityl-1H-indazol-3-yl]-1-methylpiperidine-4-carboxamide FC1=C(C(=CC=C1)F)C=1C=C2C(=NN(C2=CC1)C(C1=CC=CC=C1)(C1=CC=CC=C1)C1=CC=CC=C1)NC(=O)C1CCN(CC1)C